Cl.N[C@@]1(C([C@@](CCC1)(C)O)=O)C1=CC=C(C=C1)C(F)(F)F (2R,6S)-2-amino-6-hydroxy-6-methyl-2-(4-(trifluoromethyl)phenyl)cyclohexan-1-one hydrochloride